ClC1=CC2=C(S1)C(CCC2(C)C)=O 2-chloro-4,4-dimethyl-5,6-Dihydrobenzo[b]thiophene-7(4H)-one